ClC1=CC=C(CN2C=C(C3=CC=CC=C23)S(=O)(=O)CC(=O)OC)C=C1 methyl 2-((1-(4-chlorobenzyl)-1H-indol-3-yl)sulfonyl)acetate